7-[(3aS,4R,6R,6aR)-6-(3-methoxyphenyl)-2-methyl-hexahydrocyclopenta[d][1,3]dioxol-4-yl]-2,4-dichloropyrrolo[2,3-d]pyrimidine COC=1C=C(C=CC1)[C@H]1C[C@H]([C@H]2[C@@H]1OC(O2)C)N2C=CC1=C2N=C(N=C1Cl)Cl